C(CCCCCCC)(=O)N[C@@H](CC1=CNC=N1)C(=O)O N-capryloyl-histidine